C[Si](C)(CO[Si](OC[Si](C)(C)C)(OC[Si](C)(C)C)C)C 2,2,5,8,8-pentamethyl-5-[(trimethylsilyl)methoxy]4,6-dioxa-2,5,8-trisilanonane